CN(C(CCC)=O)C1=CC=C(C=C1)[As](O)O (4-(N-methylbutyramido)phenyl)arsonous acid